C1(=NC=CC2=CC=CC=C12)NC([O-])=O isoquinolin-1-ylcarbamate